dibenzop-dioxin C1=CC=CC=2OC3=C(OC21)C=CC=C3